C(=O)O.C1(=NC=CC2=CC=CC=C12)N isoquinolin-1-amine formate